2-bromo-1-(2-methoxyphenyl)-ethan-1-one BrCC(=O)C1=C(C=CC=C1)OC